S1C(=CC=C1)N1C(OCC1)=O (thiophen-2-yl)oxazolidin-2-one